methyltri-n-butoxysilane C[Si](OCCCC)(OCCCC)OCCCC